C(C)(C)(C)OC(=O)N1[C@@H]2CC[C@H]([C@H]1C(N(C)C1=CC(=C(C=C1)F)Cl)=O)C2.COC2CC(C2)C(=O)NC2=CC(=C(C=C2)OC2=NC=CC=C2)C 3-methoxy-N-(3-methyl-4-(pyridin-2-yloxy)phenyl)cyclobutane-1-carboxamide tert-butyl-(1R,3S,4S)-3-((3-chloro-4-fluorophenyl)(methyl)carbamoyl)-2-azabicyclo[2.2.1]heptane-2-carboxylate